C1(CC1)C1=NN(C(=C1C(F)(F)F)C(=O)NC1=CC(=NC=C1)C(=O)N)CC1C(C(C1)(F)F)(F)F 4-(3-cyclopropyl-1-((2,2,3,3-tetrafluorocyclobutyl)methyl)-4-(trifluoromethyl)-1H-pyrazole-5-carboxamido)picolinamide